C(#CC)C1=C2C=NN(C2=C(C=C1)C(=O)OC)CC1=CC=C(C=C1)OC(F)(F)F methyl 4-(propan-1-yn-1-yl)-1-(4-(trifluoromethoxy) benzyl)-1H-indazole-7-carboxylate